Cl.C(C)(C)(C)C=1C(=C(N(N1)C)C=1NC=2C=CN=C(C2C(C1)=O)C(=O)N)Cl 2-(5-tert-butyl-4-chloro-2-methyl-pyrazol-3-yl)-4-oxo-1H-1,6-naphthyridine-5-carboxamide hydrochloride